[Cl-].C(C1=CC=CC=C1)[N+](CC=1C(=C2C(=CC=C3C=CC(C(C1)=C32)=O)OC)C3=CC=CC=C3)(C)C N-benzyl-1-(6-methoxy-1-oxo-7-phenyl-1H-phenalen-8-yl)-N,N-dimethylmethanaminium chloride